(R)-N-(3-(3,3-difluorocyclobutyl)-4-methyl-1-(thiazol-2-yl)-1H-pyrazol-5-yl)-2,2-difluorocyclopropane-1-carboxamide FC1(CC(C1)C1=NN(C(=C1C)NC(=O)[C@@H]1C(C1)(F)F)C=1SC=CN1)F